C(C)OC1=NC=CC2=C1N=CN2 4-ethoxy-1H-imidazo[4,5-c]pyridine